tert-butyl (cyclopropyl(4-vinylphenyl)methyl)(methyl)carbamate C1(CC1)C(C1=CC=C(C=C1)C=C)N(C(OC(C)(C)C)=O)C